ClC=1C=C(C=CC1F)NC1=NC=NC2=CC(=C(C=C12)[N+](=O)[O-])OC1COCC1 N-(3-chloro-4-fluorophenyl)-6-nitro-7-[(tetrahydrofuran-3-yl)oxy]quinazoline-4-amine